1-(3-(6-(4-(2,3-diaminopyridin-4-yl)-1H-pyrazol-1-yl)pyridin-3-yl)-4,4,4-trifluorobutyl)-3-cyclopropylurea NC1=NC=CC(=C1N)C=1C=NN(C1)C1=CC=C(C=N1)C(CCNC(=O)NC1CC1)C(F)(F)F